N-(1-(4,4-dimethylcyclohexyl)-2-((4-(3,5-dimethylpyridin-4-yl)phenyl)amino)-2-oxoethyl)-1-methyl-1H-pyrazole-5-carboxamide CC1(CCC(CC1)C(C(=O)NC1=CC=C(C=C1)C1=C(C=NC=C1C)C)NC(=O)C1=CC=NN1C)C